5-chloro-6,7-dihydro-8H-pyrazolo[1,5-a]pyrrolo[3,2-e]pyrimidine-8-carboxylic acid ClC1=NC=2N(C3=C1CCN3C(=O)O)N=CC2